ClC=1C=CC=C2C(C=C(OC12)C1=C(OCC(=O)N2[C@@H](CCC2)C(=O)O)C=C(C=C1)C(F)(F)F)=O (2S)-1-[2-[2-(8-chloro-4-oxo-chromen-2-yl)-5-(trifluoromethyl)phenoxy]acetyl]pyrrolidine-2-carboxylic acid